C1(=CC=CC=C1)S(=O)CCNC=O N-(2-(phenylsulfinyl)ethyl)formamide